(Z)-S-(2-(N-((4-amino-2-methylpyrimidin-5-yl)methyl)formamido)-5-hydroxypent-2-en-3-yl) 2-(3-cyanophenoxy)benzothioate C(#N)C=1C=C(OC2=C(C(S\C(=C(\C)/N(C=O)CC=3C(=NC(=NC3)C)N)\CCO)=O)C=CC=C2)C=CC1